(S)-2-(2-(methoxymethyl)pyrrolidin-1-yl)-5-(4,4,5,5-tetramethyl-1,3,2-dioxaborolan-2-yl)pyrimidine COC[C@H]1N(CCC1)C1=NC=C(C=N1)B1OC(C(O1)(C)C)(C)C